COC(=O)N1CCC2(C[C@@H](OC2=O)CCN2CCN(CC2)C2=CC=C(C=C2)C)CC1 (R)-1-oxo-3-(2-(4-(p-tolyl)piperazin-1-yl)ethyl)-2-oxa-8-azaspiro[4.5]decane-8-carboxylic acid methyl ester